COC1CC(C1)(C1=NN=CN1C)C=1C=C(C=CC1)N1C(C2=CC(=CC(=C2C1)C(F)(F)F)CNC1(CCC1)C)=O 2-(3-((1r,3r)-3-methoxy-1-(4-methyl-4H-1,2,4-triazol-3-yl)cyclobutyl)phenyl)-6-(((1-methylcyclobutyl)amino)methyl)-4-(trifluoromethyl)isoindolin-1-one